ClC1=NC=CC(=N1)N1CC2(C3=NC(=CC=C31)C)CCCC2 1'-(2-chloropyrimidin-4-yl)-5'-methyl-1',2'-dihydrospiro[cyclopentane-1,3'-pyrrolo[3,2-b]pyridine]